Cl.ClC1=C(C2=C(OC3=C2N=CN=C3N(C)C)N=C1C)C 8-chloro-N,N,7,9-tetramethyl-pyrido[3',2':4,5]furo[3,2-d]pyrimidin-4-amine hydrochloride